tert-Butyl 4-(3-amino-4-{[(2S)-2-(benzyloxycarbonylamino)-2-(4,4-difluorocyclohexyl)-acetyl]amino}-2-fluorophenyl)-4-(3,3-difluoroazetidine-1-carbonyl)piperidine-1-carboxylate NC=1C(=C(C=CC1NC([C@H](C1CCC(CC1)(F)F)NC(=O)OCC1=CC=CC=C1)=O)C1(CCN(CC1)C(=O)OC(C)(C)C)C(=O)N1CC(C1)(F)F)F